nitrogen methylmorpholine oxide C[N+]1(CCOCC1)[O-].[N]